ClC1=C(C(=CC=C1)F)NC(C1=C(C=C(C(=C1)F)C=1N=C(N(C1)C)C(C)(C)O)OC(C(F)(F)F)C)=O N-(2-Chloro-6-fluorophenyl)-5-fluoro-4-(2-(2-hydroxypropan-2-yl)-1-methyl-1H-imidazol-4-yl)-2-((1,1,1-trifluoropropan-2-yl)oxy)benzamide